(S)-4-(2-((1-(cyanomethyl)-1H-pyrazol-4-yl)amino)-5-methylpyrimidin-4-yl)-N-(1-cyanopropyl)benzamide C(#N)CN1N=CC(=C1)NC1=NC=C(C(=N1)C1=CC=C(C(=O)N[C@@H](CC)C#N)C=C1)C